C(CCCCCC)NC(=O)OC[C@@H]1[C@H]([C@@H]([C@H]([C@@H](OC)O1)O)O)O Methyl l-6-O-(N-heptylcarbamoyl)-α-D-glucopyranoside